FC1(CCN(CCC1)C1=NC2=CC=NC=C2C=C1C(=O)NC1=CC(=CC=C1)S(N)(=O)=O)F 2-(4,4-Difluoroazepan-1-yl)-N-(3-sulfamoylphenyl)-1,6-naphthyridine-3-carboxamide